Triethyl-1-(naphthalen-1-yl)-4-oxo-1,4-dihydropyridine-2,3,5-tricarboxylate C(C)OC(=O)C=1N(C=C(C(C1C(=O)OCC)=O)C(=O)OCC)C1=CC=CC2=CC=CC=C12